sodium propylsulfite C(CC)OS(=O)[O-].[Na+]